OC[C@@H](CC1=C(C=2N=NC=C(C2S1)NCC=1SC=CC1)C)NC(OC(C)(C)C)=O tert-butyl N-[(2R)-1-hydroxy-3-{7-methyl-4-[(thiophen-2-ylmethyl)amino]thieno[3,2-c]pyridazin-6-yl}propan-2-yl]carbamate